[Si](C)(C)(C(C)(C)C)OCC1N(CCCC1=O)C(=O)OC(C)(C)C tert-butyl 2-({[tert-butyl(dimethyl)silyl]oxy}methyl)-3-oxopiperidine-1-carboxylate